FC(C1=C(C=C2CCCN(C2=C1)C1=C2CN(CC2=CC(=C1)C1CCN(CC1)CC1CCNCC1)C(C)=O)C=1C=NN(C1)C)F 1-(4-(7-(difluoromethyl)-6-(1-methyl-1H-pyrazol-4-yl)-3,4-dihydroquinolin-1(2H)-yl)-6-(1-(piperidin-4-ylmethyl)piperidin-4-yl)isoindolin-2-yl)ethan-1-one